C1(CCCC1)S(=O)(=O)C=1C=C(C=CC1)N(C(C1=C(C=C(C(=O)N)C=C1)N1CCC2(CC2)CC1)=O)CCO N1-(3-(cyclopentylsulfonyl)phenyl)-N-(2-hydroxyethyl)-2-(6-azaspiro[2.5]octan-6-yl)terephthalamide